C(=O)(O)C1=C(C=CC=C1)CNC(=O)C=1C(=C(C=C(C1)O)CC(=O)O)O (3-(2-carboxyphenylmethylaminocarbonyl)-2,5-dihydroxyphenyl)acetic acid